2-Chloro-6-(trifluoromethyl)-4-(1-((2-(trimethylsilyl)ethoxy)methyl)-1H-pyrazol-4-yl)pyridine ClC1=NC(=CC(=C1)C=1C=NN(C1)COCC[Si](C)(C)C)C(F)(F)F